FC=1C=C(C=CC1F)[C@H]1CCN(C1)CCOC (3S,4R)-4-(3,4-difluorophenyl)-1-(2-methoxyethyl)pyrrolidin